C(C)C=1C=NC(=NC1)N 5-ethylpyrimidine-2-amine